C1N[C@@H](CC12CCCC2)C(=O)N[C@H](C(=O)OC)C[C@H]2C(NCC2)=O methyl (2S)-2-[[(3S)-2-azaspiro[4.4]nonane-3-carbonyl]amino]-3-[(3S)-2-oxopyrrolidin-3-yl]propanoate